C(C(C)C)OC1=NN2C(C(=N1)N)=NC=C2CC2=CC=C(C=C2)CN2CCCC2 2-isobutoxy-7-(4-(pyrrolidin-1-ylmethyl)benzyl)imidazo[2,1-f][1,2,4]triazin-4-amine